(Z)-hex-3-en-1-yl 8-bromooctanoate BrCCCCCCCC(=O)OCC\C=C/CC